2-[4-(morpholin-4-yl)butyl]-4-[4-(trifluoromethyl)phenyl]-2,3-dihydropyridazin-3-one tin [Sn].N1(CCOCC1)CCCCN1N=CC=C(C1=O)C1=CC=C(C=C1)C(F)(F)F